2-amino-1-phenyl-ethanol NCC(O)C1=CC=CC=C1